difluoromethyl-benzo[d]imidazole-5-carboxylic acid methyl ester COC(=O)C1=CC2=C(N=C(N2)C(F)F)C=C1